4,4'-sulfinyl-diphenol S(=O)(C1=CC=C(C=C1)O)C1=CC=C(C=C1)O